tert-butyl ((3S,6R)-6-((S)-1-(4-fluorophenyl)-1,2,3,4-tetrahydroisoquinoline-2-carbonyl)tetrahydro-2H-pyran-3-yl)(2-((tetrahydro-2H-pyran-2-yl)oxy)ethyl)carbamate FC1=CC=C(C=C1)[C@@H]1N(CCC2=CC=CC=C12)C(=O)[C@H]1CC[C@@H](CO1)N(C(OC(C)(C)C)=O)CCOC1OCCCC1